COC=1C=C2C(=CN1)NC(C21CCN(CC1)C(=O)OC(C)(C)C)=O tert-butyl 5-methoxy-2-oxo-spiro[1H-pyrrolo[2,3-c]pyridine-3,4'-piperidine]-1'-carboxylate